NC1=C(C=C(C(=N1)F)C1=CC=C(C=C1)C=1CCN(CC1)C(=O)OC(C)(C)C)C=1C=C2CCNC(C2=CC1)=O tert-butyl 4-(4-(6-amino-2-fluoro-5-(1-oxo-1,2,3,4-tetrahydroisoquinolin-6-yl)pyridin-3-yl)phenyl)-3,6-dihydropyridine-1(2H)-carboxylate